[Cl-].OCCC[N+](CCC)(CCC)CCC hydroxypropyl-tripropyl-ammonium chloride